2-(bis(4-methoxy-3,5-dimethylphenyl)phosphino)benzaldehyde COC1=C(C=C(C=C1C)P(C1=C(C=O)C=CC=C1)C1=CC(=C(C(=C1)C)OC)C)C